BrC(=C)C(C)Br 2,3-dibromo-1-butene